(R)-8-(chloromethyl)-9-fluoro-3-methyl-1H-pyrazolo[1,5,4-de]quinoxalin-2(3H)-one ClCC=1C=C2C=3N([C@@H](C(NC3C1F)=O)C)N=C2